C1(C=CC2=CC=CC=C12)=O indeneOne